bis[3-(triethoxysilyl)propyl]silane C(C)O[Si](CCC[SiH2]CCC[Si](OCC)(OCC)OCC)(OCC)OCC